(2R,6S,7aS)-2,6-difluoro-tetrahydro-1H-pyrrolizine F[C@@H]1CC2=C[C@@H](CN2C1)F